(3s,5s)-3-aminomethyl-6-(3-methoxy-phenyl)-5-methyl-hexanoic acid NC[C@H](CC(=O)O)C[C@@H](CC1=CC(=CC=C1)OC)C